OC1=C(C=C(C=C1)C1=CC=C(C=C1)O)C(=O)O 4,4'-dihydroxybiphenyl-3-carboxylic acid